6-(5-methyl-1H-pyrazol-4-yl)-N-(4-((methyl-amino)methyl)pyridin-2-yl)benzo[d]thiazol-2-amine CC1=C(C=NN1)C1=CC2=C(N=C(S2)NC2=NC=CC(=C2)CNC)C=C1